2-(3,5-dichloro-4-((5-isopropyl-6-oxo-1,6-dihydropyridazin-3-yl)oxy)phenyl)-(difluoromethyl)-1,2,4-triazine-3,5(2H,4H)-dione ClC=1C=C(C=C(C1OC1=NNC(C(=C1)C(C)C)=O)Cl)N1N=CC(N(C1=O)C(F)F)=O